C(C#C)\N=C\C1=C[C@H]2[C@H]3[C@@H](O1)OC([C@@H]2C=C3)=O (1S,4aS,5R,7aS)-3-((E)-(prop-2-yn-1-ylimino)methyl)-1,4a,5,7a-tetrahydro-1,5-(Epoxymethano)cyclopenta[c]pyran-8-one